ClC=1C(=C(C(=CC1N1CC(CC1)(C)N1CCC(CC1)(C)OC)F)S(=O)(=O)NC1=NC(=CC=C1)F)F 3-chloro-2,6-difluoro-N-(6-fluoropyridin-2-yl)-4-(3-(4-methoxy-4-methylpiperidin-1-yl)-3-methylpyrrolidin-1-yl)benzenesulfonamide